6-cyclopropyl-2-methyl-4-(((R)-1-(2-methyl-3-(trifluoromethyl)phenyl)ethyl)amino)-8-((S)-pyrrolidin-2-yl)-2,6-dihydropyrido[3,4-d]pyridazine-1,7-dione C1(CC1)N1C=C2C(=NN(C(C2=C(C1=O)[C@H]1NCCC1)=O)C)N[C@H](C)C1=C(C(=CC=C1)C(F)(F)F)C